3-isopropylbutanedioic acid C(C)(C)C(CC(=O)O)C(=O)O